(S)-1-[2-(Benzo[d]isoxazol-3-yl)phenyl]-2-[3-methyl-6-(methylsulfonyl)pyridine-2-yl]ethan-1-amine O1N=C(C2=C1C=CC=C2)C2=C(C=CC=C2)[C@H](CC2=NC(=CC=C2C)S(=O)(=O)C)N